N-[4-(4-chlorophenyl)-1-oxophthalazin-2(1H)-yl]-2-(pyridin-2-yl)acetamide ClC1=CC=C(C=C1)C1=NN(C(C2=CC=CC=C12)=O)NC(CC1=NC=CC=C1)=O